C(C)(C)C=1C(=CC2=C(N(C(N2)=O)C2CCN(CC2)C2CCOCC2)C1)C=1C=C(C=2N(C1)N=CN2)OC 6-isopropyl-5-(8-methoxy-[1,2,4]triazolo[1,5-a]pyridin-6-yl)-1-(1-(tetrahydro-2H-pyran-4-yl)piperidin-4-yl)-1,3-dihydro-2H-benzo[d]imidazol-2-one